1-[(2,4-difluorophenyl)methyl]-3-({4-[(1R)-1,2-dihydroxyethyl]phenyl}methyl)-1-(1-methylpiperidin-4-yl)urea FC1=C(C=CC(=C1)F)CN(C(=O)NCC1=CC=C(C=C1)[C@H](CO)O)C1CCN(CC1)C